FC1=C(OC=2N=CC(=NC2)NC(C(=C)N2CC(N(CC2)C(=O)[C@H]2CC=3N(CC2)N=CN3)(C)C)=O)C=CC(=C1)F (S)-N-(5-(2,4-difluorophenoxy)pyrazin-2-yl)-2-(3,3-dimethyl-4-((R)-5,6,7,8-tetrahydro-[1,2,4]triazolo[1,5-a]pyridine-7-carbonyl)piperazin-1-yl)propenamide